C(#N)C=1C=C(C=CC1)CNC(=O)C=1N=NN(C1)CC(CCN1N=NC(=C1)C(=O)NC)F 1-[4-(4-{[(3-cyanophenyl)methyl]carbamoyl}-1H-1,2,3-triazol-1-yl)-3-fluorobutyl]-N-methyl-1H-1,2,3-triazole-4-carboxamide